N-(6-amino-5-methyl-3-pyridyl)-2-[(2R,5S)-5-methyl-2-[4-(2,2,2-trifluoroethylamino)phenyl]-1-piperidyl]-2-oxo-acetamide NC1=C(C=C(C=N1)NC(C(=O)N1[C@H](CC[C@@H](C1)C)C1=CC=C(C=C1)NCC(F)(F)F)=O)C